CC1=C(C(=CC=C1)C)C1=NC=2NS(C=3C=CC=C(NC([C@H]4CNC[C@@H](OC(=C1)N2)C4)=O)C3)(=O)=O (3S,7R)-19-(2,6-dimethylphenyl)-8,15,15-trioxo-2-oxa-15λ6-thia-5,9,16,18,21-pentaazatetracyclo[15.3.1.13,7.110,14]tricosa-1(20),10,12,14(22),17(21),18-hexaene